NC1=C(OC2(CC2)C#N)C=CC(=C1)N1CCN(CC1)C 1-(2-amino-4-(4-methylpiperazin-1-yl)phenoxy)cyclopropane-1-carbonitrile